Cl.Cl.C(C)(C)(C)C1=NC(=NO1)C(=O)NCC1=C(C(=C(C=C1)C1=C(C=NC=C1)N1CC(CCC1)NC)F)C 5-(tert-butyl)-N-(3-fluoro-2-methyl-4-(3-(3-(methylamino)piperidin-1-yl)pyridin-4-yl)benzyl)-1,2,4-oxadiazole-3-carboxamide hydrochloride HCl